C(C)(C)(C)OC(N[C@H]1CO[C@@H](CC1)C(NCC1=CC=C(C=C1)C(F)(F)F)=O)=O ((3R,6S)-6-((4-(trifluoromethyl)benzyl)carbamoyl)tetrahydro-2H-pyran-3-yl)carbamic acid tert-butyl ester